1-(4-(4-((4-([1,1'-biphenyl]-3-yl)-5-chloropyrimidin-2-yl)amino)piperidine-1-carbonyl)piperidin-1-yl)-3-aminopropan-1-one C1(=CC(=CC=C1)C1=NC(=NC=C1Cl)NC1CCN(CC1)C(=O)C1CCN(CC1)C(CCN)=O)C1=CC=CC=C1